6-(4-(3,8-diazabicyclo[3.2.1]octan-3-yl)phenyl)-4-fluoro-1-oxoisoindole C12CN(CC(CC1)N2)C2=CC=C(C=C2)C2=CC(=C1C=NC(C1=C2)=O)F